hydroxycinnamic acid amide C1=CC=C(C=C1)C=C(C(=O)N)O